(4-(trifluoromethoxy)phenyl)-1,3,4-thiadiazole-3(2H)-carboximidamide FC(OC1=CC=C(C=C1)C1SC=NN1C(N)=N)(F)F